9-(4-(4-(dimethylamino)piperidin-1-yl)-3-chlorophenyl)-3-methyl-1-(tetrahydro-2H-pyran-4-yl)pyrazolo[1,5-c]quinazolin-2(3H)-one CN(C1CCN(CC1)C1=C(C=C(C=C1)C1=CC=2C=3N(C=NC2C=C1)N(C(C3C3CCOCC3)=O)C)Cl)C